O=C([C@H](CCCC)NC(O[C@@H](C(C)(C)C1=CC(=CC=C1)Cl)C1=CC=CC=C1)=O)N[C@H](C=O)C[C@@H]1C(NCC1)=O (R)-2-(3-Chlorophenyl)-2-methyl-1-phenylpropyl ((S)-1-oxo-1-(((S)-1-oxo-3-((R)-2-oxopyrrolidin-3-yl)propan-2-yl)amino)hexan-2-yl)carbamate